C[C@@H]1O[C@@H](CN(C1)C1=CC=C(C=C1)NC1=NC=C(C(=N1)OCC12CCC(CC1)(CC2)O)F)C 4-(((2-((4-((2S,6R)-2,6-dimethylmorpholino)phenyl)amino)-5-fluoropyrimidin-4-yl)oxy)methyl)bicyclo[2.2.2]octan-1-ol